The molecule is a methyl-branched fatty acid that is hexadecanoic (palmitic) acid bearing a methyl substituent at position 2. It is a branched-chain saturated fatty acid, a long-chain fatty acid and a methyl-branched fatty acid. It derives from a hexadecanoic acid. It is a conjugate acid of a 2-methylhexadecanoate. CCCCCCCCCCCCCCC(C)C(=O)O